N,N-dihydroxyethyl-ammonium chloride [Cl-].O[NH+](O)CC